BrC=1C=CC(=NC1)O[C@@H]1C[C@@H]2CN([C@H]1C2)C(=O)C2=C(C=C(C=C2)F)N2N=CC=N2 ((1S,4R,6R)-6-((5-bromopyridin-2-yl)oxy)-2-azabicyclo[2.2.1]hept-2-yl)(4-fluoro-2-(2H-1,2,3-triazol-2-yl)phenyl)methanone